C(CCCC(=O)O)(=O)O cis-glutaric acid